(S)-2-((S)-5-fluoroisochroman-1-yl)pyrrolidine FC1=C2CCO[C@@H](C2=CC=C1)[C@H]1NCCC1